CC=1C=CC=C2C=CC=C(C12)N1CC=2N=C(N=C(C2C2(C1)CC2)N2CCNCC2)OC[C@H]2N(CCC2)C (S)-7'-(8-methylnaphthalen-1-yl)-2'-((1-methylpyrrolidin-2-yl)methoxy)-4'-(piperazin-1-yl)-7',8'-dihydro-6'H-spiro[cyclopropan-1,5'-pyrido[3,4-d]pyrimidine]